4-bromo-2-[4-(prop-2-ene-1-yl)piperidin-1-yl]benzaldehyde BrC1=CC(=C(C=O)C=C1)N1CCC(CC1)CC=C